6-bromo-4-{4-[(3-tert-butyl-2-hydroxyphenyl)methyl]piperazin-1-yl}-1-methyl-2-oxo-1,2-dihydro-1,5-naphthyridine-3-carbonitrile BrC=1N=C2C(=C(C(N(C2=CC1)C)=O)C#N)N1CCN(CC1)CC1=C(C(=CC=C1)C(C)(C)C)O